4-[4-Bromo-3-hydroxy-7-(2-methoxy-phenyl)-quinolin-2-yl]-4-oxo-butyric acid ethyl ester C(C)OC(CCC(=O)C1=NC2=CC(=CC=C2C(=C1O)Br)C1=C(C=CC=C1)OC)=O